FC=1C=CC(=C2NC(C=3N(C12)C(=NN3)C)(C)C)C(F)(F)F 9-fluoro-1,4,4-trimethyl-6-trifluoromethyl-4,5-dihydro-[1,2,4]triazolo[4,3-a]quinoxaline